COC1=CC(=C(C=C1OC)N)N 4,5-Dimethoxyphenylenediamine